tert-butyl (trans-4-(4-amino-3-bromo-1H-pyrazolo[3,4-d]pyrimidin-1-yl)cyclohexyl)carbamate NC1=C2C(=NC=N1)N(N=C2Br)[C@@H]2CC[C@H](CC2)NC(OC(C)(C)C)=O